ClC=1C(=CC2=C(NN=N2)C1)C(=O)OC methyl 6-chloro-1H-benzotriazole-5-carboxylate